9-methoxy-N,1,3-trimethyl-8-(3-(pyrrolidin-1-yl)propoxy)-3,4-dihydro-1H-pyrano[4,3-c]quinolin-5-amine COC1=CC=2C3=C(C(=NC2C=C1OCCCN1CCCC1)NC)CC(OC3C)C